2-iodo-8-methyl-6H-pyrano[3,4-B]pyridin-5(8H)-one IC1=CC=C2C(=N1)C(OCC2=O)C